ClC1=CC=C(C=C1)C=1N=C2SC3=C(N2C1)C=CC(=C3)OCC 2-(4-Chlorophenyl)-7-ethoxybenzo[d]imidazo[2,1-b]thiazole